CC1(COC2(C1)CCC(CC2)C=2C(=NN1C2COCC1)CN(CCNC)C)C N1-((3-((5r,8r)-3,3-dimethyl-1-oxaspiro[4.5]decan-8-yl)-6,7-dihydro-4H-pyrazolo[5,1-c][1,4]oxazin-2-yl)methyl)-N1,N2-dimethylethane-1,2-diamine